COC1=CC=C(C=C1)C(C)N(C(=O)C1=NOC(=N1)C1=C(C(=C(C(=C1)F)F)O)F)C N-(1-(4-methoxyphenyl)ethyl)-N-methyl-5-(2,4,5-trifluoro-3-hydroxyphenyl)-1,2,4-oxadiazole-3-carboxamide